tert-butyl (2S,4R)-2-(hydroxymethyl)-4-(trifluoromethyl)pyrrolidine-1-carboxylate OC[C@H]1N(C[C@@H](C1)C(F)(F)F)C(=O)OC(C)(C)C